C(C)(C)(C)C=1C=C(C=C(C1O)C)CCC(=O)O 3-t-butyl-4-hydroxyl-5-methylbenzenepropionic acid